CCOC1=CC=C(C=C1)C(C)(C)COCC2=CC(=CC=C2)OC3=CC=CC=C3 The molecule is an aromatic ether that is the 3-phenoxybenzyl ether of 2-(4-ethoxyphenyl)-2-methylpropan-1-ol. It has a role as a pyrethroid ether insecticide. It derives from a 2-(4-ethoxyphenyl)-2-methylpropan-1-ol.